FC(C=1C=CC=2N(N1)C(=CN2)C2=CC(=NC=N2)N2CC(OC1(CC1)C2)CNS(=O)(=O)C)F N-((7-(6-(6-(Difluoromethyl)imidazo[1,2-b]pyridazin-3-yl)pyrimidin-4-yl)-4-oxa-7-azaspiro[2.5]octan-5-yl)methyl)methanesulfonamide